amino-N-(5-(3-(3,3-dimethylbutoxy)phenyl)-4-(2-isopropylphenyl)thiazol-2-yl)benzenesulfonamide NC1=C(C=CC=C1)S(=O)(=O)NC=1SC(=C(N1)C1=C(C=CC=C1)C(C)C)C1=CC(=CC=C1)OCCC(C)(C)C